N1=CN=CC2=C1CCCN2 pyrimidopiperidine